C(CCCCCCCCCCCC=CCCCCCCCC)(=O)OCCCCCCCCCCCCCCCCCCCCCCCCCCCC(=O)O 28-(docos-13-enoyloxy)-octacosanoic acid